4-(4-{1-[(tert-butoxy)carbonyl]-1H-pyrrol-2-yl}-2-oxo-2,3-dihydro-1H-1,3-benzodiazol-1-yl)piperidine-1-carboxylic acid tert-butyl ester C(C)(C)(C)OC(=O)N1CCC(CC1)N1C(NC2=C1C=CC=C2C=2N(C=CC2)C(=O)OC(C)(C)C)=O